ClC1=NC(=CC(=C1)S[C@@H]1CC[C@H](CC1)C(=O)O)N1CCN(CC1)S(=O)(=O)C1=CC=C(C=C1)N1C(C[C@H](C1)NC(=O)OC(C)(C)C)=O trans-4-[[2-chloro-6-[4-[4-[(4R)-4-(tert-butoxycarbonylamino)-2-oxo-pyrrolidin-1-yl]phenyl]sulfonylpiperazin-1-yl]-4-pyridinyl]thio]cyclohexanecarboxylic acid